FC=1C=C(CN2CC3=C(CC2)N(N(C3=O)CC3=C(C=C(C=C3)F)CO)CCNC(CO)=O)C=C(C1)F N-(2-(5-(3,5-difluorobenzyl)-2-(4-fluoro-2-(hydroxymethyl)benzyl)-3-oxo-2,3,4,5,6,7-hexahydro-1H-pyrazolo[4,3-c]pyridin-1-yl)ethyl)-2-hydroxyacetamide